3-(6,7-dihydropyrazolo[1,5-a]pyrimidin-4(5H)-yl)-6-(7-methyl-3-(trifluoromethyl)-[1,2,4]triazolo[4,3-b]pyridazin-6-yl)-5,6,7,8-tetrahydro-1,6-naphthyridine N1=CC=C2N1CCCN2C=2C=NC=1CCN(CC1C2)C=2C(=CC=1N(N2)C(=NN1)C(F)(F)F)C